(6aR,12bS)-(+)-N-ethyl-10-fluoro-3,11-dihydroxy-5,6,6a,7,8,12b-hexahydrobenzo[a]phenanthridine C(C)N1[C@@H]2CCC3=C([C@H]2C=2C=CC(=CC2C1)O)C=C(C(=C3)F)O